(S)-3-amino-N-(2-((4-fluorophenyl)amino)-2-oxo-1-phenylethyl)pyrazine-2-carboxamide NC=1C(=NC=CN1)C(=O)N[C@H](C(=O)NC1=CC=C(C=C1)F)C1=CC=CC=C1